2-((3-carboxypropionyl)oxy)octanoic acid C(=O)(O)CCC(=O)OC(C(=O)O)CCCCCC